5-bromo-3-chloro-2-(2-methyl-2H-tetrazol-5-yl)pyridine BrC=1C=C(C(=NC1)C=1N=NN(N1)C)Cl